methyl (4-methylbenzoate) CC1=CC=C(C(=O)OC)C=C1